C(C)OCCC=1C=C(C(=C(C1)O)[C@H]1[C@@H](CCC(=C1)C)C(=C)C)O (1'r,2'r)-4-(2-ethoxyethyl)-5'-methyl-2'-(prop-1-en-2-yl)-1',2',3',4'-tetrahydro-[1,1'-biphenyl]-2,6-diol